C(#N)C=1C=C(C(=NC1)OC)S(=O)(=O)NC1=C(C(=C(C=C1)F)[C@@H]1CCC=2N(C1)C=NC2C2=NN=C(N2)C)F 5-cyano-N-[2,4-difluoro-3-[(6S)-1-(5-methyl-4H-1,2,4-triazol-3-yl)-5H,6H,7H,8H-imidazo[1,5-a]pyridin-6-yl]phenyl]-2-methoxypyridine-3-sulfonamide